4-(2,2-diethoxyethoxy)phthalic acid C(C)OC(COC=1C=C(C(C(=O)O)=CC1)C(=O)O)OCC